C(C=C)(=O)N1C[C@](CC1)(C1=C(C(=CC=C1F)Cl)Cl)NC1=CC=C2C3(C(N(C2=C1)C)=O)CC3 6'-[(S)-1-Acryloyl-3-(2,3-dichloro-6-fluorophenyl)-3-pyrrolidinylamino]-1'-methylspiro[cyclopropane-1,3'-indolin]-2'-one